F[P-](F)(F)(F)(F)F.N1(N=NC2=C1N=CC=C2)OC(=[N+](C)C)N(C)C O-(7-azabenzotriazol-1-yl)-tetramethyluronium hexafluorophosphate